Tetracosanol phosphate P(=O)(O)(O)OCCCCCCCCCCCCCCCCCCCCCCCC